COC=1C(=CC2=C(C3=C(C=CO3)C=C2C1)C=1C=NC(=CC1)N(C)CCOC)OC 6,7-dimethoxy-9-(6-((2-methoxyethyl)(methyl)amino)pyridin-3-yl)naphtho[2,3]furan